ClC1=NC=C(C=N1)C1=C(C=CC=C1)[N+](=O)[O-] chloro-5-(2-nitrophenyl)pyrimidine